5-Ethyl-1-aza-3,7-dioxabicyclo-[3.3.0]-octan C(C)C12COCN2COC1